FC1=C(OC2CCC(CC2)(C(=O)O)C)C=C(C(=C1)OC)C(N[C@@H]1COCC[C@@H]1C(NC1=CC(=CC=C1)S(=O)(=O)C(F)(F)F)=O)=O |o1:22,27| (1R,4s)-4-(2-Fluoro-4-methoxy-5-(((3S*,4S*)-4-((3-((trifluoromethyl)sulfonyl)phenyl)carbamoyl)tetrahydro-2H-pyran-3-yl)carbamoyl)phenoxy)-1-methylcyclohexane-1-carboxylic acid